ClC=1C=C(C=C(C1C(=O)N1COC2=C(C1)C=CC=C2C2=C(C=C(C(=C2)N2CCOCC2)C(=O)OC)F)Cl)N2C(CNCC2)C(=O)O [3,5-dichloro-4-[8-(2-fluoro-4-methoxycarbonyl-5-morpholin-4-ylphenyl)-2,4-dihydro-1,3-benzoxazine-3-Carbonyl]phenyl]piperazine-2-carboxylic acid